P(=O)(=O)C(=O)[O-] phosphoformate